ditoluol mesylate S(C)(=O)(=O)O.C1(=CC=CC=C1)C.C1(=CC=CC=C1)C